2-bromo-4-chloro1,1':2',1''-terphenyl BrC1=C(C=CC(=C1)Cl)C=1C(=CC=CC1)C1=CC=CC=C1